2-(2-hydroxy-5-methoxyphenyl)-2H-benzotriazole-5-carboxylic acid-2-methacryloyloxyethyl ester C(C(=C)C)(=O)OCCOC(=O)C1=CC=2C(=NN(N2)C2=C(C=CC(=C2)OC)O)C=C1